O[C@@]1(CC[C@@H]2[C@H]3CC[C@@]4(C(C[C@H]([C@H]4[C@@H]3CC[C@@H]2C1)C)C(CN1N=CC(=C1)C#N)=O)C)C 1-(2-((3R,5R,8R,9R,10S,13S,14S,15R)-3-Hydroxy-3,13,15-trimethylhexadecahydro-1H-cyclopenta[a]phenanthren-17-yl)-2-oxoethyl)-1H-pyrazole-4-carbonitrile